C(C)OCCOC1=NC=CC(=C1)C=1C(=NC=CC1)F 2'-(2-ethoxyethoxy)-2-fluoro-3,4'-bipyridine